N-(3-(((1-Methyl-1H-1,2,4-triazol-3-yl)methyl)carbamoyl)-4,5,6,7-tetrahydrobenzo[b]thiophen-2-yl)nicotinamid CN1N=C(N=C1)CNC(=O)C=1C2=C(SC1NC(C1=CN=CC=C1)=O)CCCC2